4-amino-1-(2-methoxy-4-(methoxycarbonyl)benzyl)-1H-pyrazole-5-carboxylic acid methyl ester COC(=O)C1=C(C=NN1CC1=C(C=C(C=C1)C(=O)OC)OC)N